C(C)(C)(C)C1=CC(=C(C(=C1)C)C(C(=O)NCC1=C2CN(C(C2=CC=C1)=O)C1C(NC(CC1)=O)=O)=O)C 2-(4-(tert-butyl)-2,6-xylyl)-N-((2-(2,6-dioxopiperidin-3-yl)-1-oxoisoindolin-4-yl)methyl)-2-oxoacetamide